C(C)(C)(C)C=1C=CC=2N(C3=CC=C(C=C3C2C1)C(C)(C)C)C1=C(C#N)C(=CC(=C1)N1C2=CC=C(C=C2C=2C=C(C=CC12)C(C)(C)C)C(C)(C)C)N1C2=CC=C(C=C2C=2C=C(C=CC12)C(C)(C)C)C(C)(C)C 2,4,6-tris(3,6-di-tert-butyl-9H-carbazol-9-yl)benzonitrile